1,3-dimethoxypropan-2-amine COCC(COC)N